ClC1=C(C=2OCC3N(C2N=C1)CCNC3)C 3-chloro-4-methyl-6,6a,7,8,9,10-hexahydropyrazino[1,2-d]pyrido[3,2-b][1,4]oxazine